N-(5-chloro-4-(5,5-dimethyl-5,6-dihydro-4H-pyrrolo[1,2-b]pyrazol-3-yl)pyridin-2-yl)-1-((2-(2,6-dioxopiperidin-3-yl)-6-fluoro-1,3-dioxoisoindolin-5-yl)methyl)piperidine-4-carboxamide ClC=1C(=CC(=NC1)NC(=O)C1CCN(CC1)CC=1C=C2C(N(C(C2=CC1F)=O)C1C(NC(CC1)=O)=O)=O)C1=C2N(N=C1)CC(C2)(C)C